4-[3-[5-[(6-chloropyrazin-2-yl)methyl]-3,4,6,7-tetrahydroimidazo-[4,5-c]pyridin-2-yl]-1H-indazol-6-yl]-5-ethyl-2-fluoro-phenol ClC1=CN=CC(=N1)CN1CC2=C(CC1)N=C(N2)C2=NNC1=CC(=CC=C21)C2=CC(=C(C=C2CC)O)F